DL-t-leucine N[C@@H](C(C)(C)C)C(=O)O |r|